OC1=C(OC(=CC1=O)CO)\C=C\C1=C(C=CC=C1)OC (E)-3-hydroxy-6-(hydroxymethyl)-2-(2-methoxystyryl)-4H-pyran-4-one